ClC1=CC=C(C=C1)C1=C(C2=CC=CC=C2C=C1)C1=CC=CC=C1 2-(4-chlorophenyl)-1-phenyl-naphthalene